CN1C(CN(CC1(C)C)NC(C(=C)C)=O)(C)C N-(1,2,2,6,6-pentamethylpiperazin-4-yl)methacrylamide